C(C)(=O)NC1=C2C(=CC(=NC2=C(C(=C1)OC)OC)C(=O)OCC)C(=O)OCC diethyl 5-acetylamino-7,8-dimethoxyquinoline-2,4-dicarboxylate